Serinofluorine N([C@@H](CO)C(=O)O)F